C(C)NC(=O)NC=1N=C(C=2N(C1)C=C(N2)C)C=2OC=CC2 1-ethyl-3-[8-(furan-2-yl)-2-methylimidazo[1,2-a]pyrazin-6-yl]urea